OC1=CC=C(COC2C=NC=CC2=O)C=C1 3-(4-hydroxybenzyloxy)-pyridin-4-one